The molecule is a non-ribosomally synthesised dipeptide that consists of L-alanyl and anticapsin units linked by a peptide bond. It has a role as a metabolite. It is a dipeptide, an epoxide, an alicyclic ketone and a peptide antibiotic. It is a tautomer of a bacilysin zwitterion. C[C@@H](C(=O)N[C@@H](C[C@@H]1CCC(=O)[C@H]2[C@@H]1O2)C(=O)O)N